bis(cyclopentadienyl)bis[2,6-difluoro-3-(octadecylamino)phenyl]titanium C1(C=CC=C1)[Ti](C1=C(C(=CC=C1F)NCCCCCCCCCCCCCCCCCC)F)(C1=C(C(=CC=C1F)NCCCCCCCCCCCCCCCCCC)F)C1C=CC=C1